(4-phenethylpiperazin-1-yl)-2-pyridin-2-yl-4,5,6,7-tetrahydro-2H-indazol-3-ol C(CC1=CC=CC=C1)N1CCN(CC1)C1C2=C(N(N=C2CCC1)C1=NC=CC=C1)O